2-([5-(4-Chlorophenyl)-1-[(2-chlorophenyl)-methyl]1H-pyrazol-3-yl]methoxy)-2-methylpropanoic acid ClC1=CC=C(C=C1)C1=CC(=NN1CC1=C(C=CC=C1)Cl)COC(C(=O)O)(C)C